(2-(3-cyclopropylmethoxy-4-methoxyphenyl)-2-oxoethyl)-2,6-dimethylpyridin-4(1H)-one C1(CC1)COC=1C=C(C=CC1OC)C(CN1C(=CC(C=C1C)=O)C)=O